2-Chloro-7-ethoxy-3-(3-(4-(6-(trifluoromethyl)pyridin-3-yl)phenyl)-4,5-dihydro-1H-pyrazol-5-yl)quinoline ClC1=NC2=CC(=CC=C2C=C1C1CC(=NN1)C1=CC=C(C=C1)C=1C=NC(=CC1)C(F)(F)F)OCC